C(C)(C)(C)OC(=O)N[C@H](C(=O)O)COCC=1C=NC=C(C1)F (S)-2-((tert-butoxycarbonyl)amino)-3-((5-fluoropyridin-3-yl)methoxy)propionic acid